4-cyano-5-methyl-2,5-dihydrofuran-3-yl-trifluoromethane C(#N)C1=C(COC1C)C(F)(F)F